3-(4-((2-(4-ethylphenoxy)benzyl)oxy)phenyl)propionic acid C(C)C1=CC=C(OC2=C(COC3=CC=C(C=C3)CCC(=O)O)C=CC=C2)C=C1